2-(propynylthio)-2-thiazoline C(#CC)SC=1SCCN1